N-(5-(5-(difluoromethyl)-1,2,4-oxadiazol-3-yl)-2,3-dihydro-1H-inden-1-yl)-2-methyl-2H-1,2,3-triazole-4-carboxamide FC(C1=NC(=NO1)C=1C=C2CCC(C2=CC1)NC(=O)C1=NN(N=C1)C)F